tert-butyl (R)-4-(5-aminopyridin-2-yl)-2-methylpiperazine-1-carboxylate NC=1C=CC(=NC1)N1C[C@H](N(CC1)C(=O)OC(C)(C)C)C